C(C=C)(=O)OC1(C2C3CCCC3C(C1)C2)C 8-methyl-8-tricyclo[5.2.1.0<2,6>]decyl acrylate